Methyl 5-(benzhydrylideneamino)-2-[1-(2-trimethylsilylethoxymethyl)benzo[g]indole-3-carbonyl]thiazole-4-carboxylate C(C1=CC=CC=C1)(C1=CC=CC=C1)=NC1=C(N=C(S1)C(=O)C1=CN(C2=C3C(=CC=C12)C=CC=C3)COCC[Si](C)(C)C)C(=O)OC